ethyl 5-((2-chloro-5-nitropyrimidin-4-yl)(methyl)amino)-2-ethylthiazole-4-carboxylate ClC1=NC=C(C(=N1)N(C1=C(N=C(S1)CC)C(=O)OCC)C)[N+](=O)[O-]